6-(3-(2-Fluoro-5-((4-oxo-7-(prop-1-ynyl)-3,4-dihydrophthalazin-1-yl)methyl)benzoyl)-3,8-diazabicyclo[3.2.1]octan-8-yl)nicotinonitrile FC1=C(C(=O)N2CC3CCC(C2)N3C3=NC=C(C#N)C=C3)C=C(C=C1)CC1=NNC(C3=CC=C(C=C13)C#CC)=O